5H-pyrido[3,2-b]indol N1=CC=CC=2NC=3C=CC=CC3C21